1-(4-(4-amino-7-cyclopentyl-7H-pyrrolo[2,3-d]pyrimidin-5-yl)phenyl)-3-(5-tert-butyl-isoxazol-3-yl)urea NC=1C2=C(N=CN1)N(C=C2C2=CC=C(C=C2)NC(=O)NC2=NOC(=C2)C(C)(C)C)C2CCCC2